C1CC12N(CCC2)C2CC[C@]21CN(CC1)C1=C(C(=C(C(=C1)F)S(=O)(=O)N(C1=NC(=CC=C1)F)CC1=C(C=C(C=C1)OC)OC)F)Cl 4-[(4S)-3-(4-azaspiro[2.4]heptan-4-yl)-6-azaspiro[3.4]octan-6-yl]-3-chloro-N-[(2,4-dimethoxyphenyl)methyl]-2,6-difluoro-N-(6-fluoro-2-pyridyl)benzenesulfonamide